BrC1=C2CC[C@H](C2=C(C=C1)F)N (R)-4-bromo-7-fluoro-indan-1-ylamine